4-(7-(8-ethynyl-7-fluoro-3-hydroxynaphthalen-1-yl)-8-fluoro-2-(((4aS,7aR)-1-methyloctahydro-4aH-cyclopenta[b]pyridin-4a-yl)methoxy)pyrido[4,3-d]pyrimidin-4-yl)-1,4-oxazepan-6-ol C(#C)C=1C(=CC=C2C=C(C=C(C12)C1=C(C=2N=C(N=C(C2C=N1)N1CCOCC(C1)O)OC[C@]12[C@H](N(CCC1)C)CCC2)F)O)F